C(C)(C)(C)OC(=O)N1CC2C(C=3C=C(C=NC13)Br)C2 6-bromo-1,1a,2,7b-tetrahydro-3H-cyclopropa[c][1,8]naphthyridine-3-carboxylic acid tert-butyl ester